FC(C(=O)O)(F)F.N1CC(C1)[C@@H]1CN(CCC1)CCO (R)-2-(3-(azetidin-3-yl)piperidin-1-yl)ethane-1-ol trifluoroacetate